ClC=1C(=NC(=C(C(=O)NC2=CC(=C(C=C2)F)C#N)C1)N1CC(C(CC1)(F)F)C)C(F)(F)F 5-chloro-N-(3-cyano-4-fluorophenyl)-2-(4,4-difluoro-3-methylpiperidin-1-yl)-6-(trifluoromethyl)nicotinamide